(R)-6-isopropyl-5-(8-methoxy-[1,2,4]triazolo[1,5-a]pyridin-6-yl)-1-(1-neopentylpiperidin-3-yl)-1,3-dihydro-2H-benzo[d]imidazol-2-one C(C)(C)C=1C(=CC2=C(N(C(N2)=O)[C@H]2CN(CCC2)CC(C)(C)C)C1)C=1C=C(C=2N(C1)N=CN2)OC